Tert-butyl 1-(3-(4-acetamidophenyl)-1,2,4-oxadiazol-5-yl)piperidine-4-carboxylate C(C)(=O)NC1=CC=C(C=C1)C1=NOC(=N1)N1CCC(CC1)C(=O)OC(C)(C)C